ClC=1C=C2C=NN(C2=CC1N1CCN(CC1)C1(COC1)C)C=1C=NN(C1)C1=NC=C(C=N1)C(F)(F)F 5-chloro-6-[4-(3-methyloxetan-3-yl)piperazin-1-yl]-1-{1-[5-(trifluoromethyl)pyrimidin-2-yl]-1H-pyrazol-4-yl}-1H-indazole